C(C)OC(CCC(=O)C1=NC(=CC=C1O)CC1=C(C=C(C=C1Cl)C)Cl)=O 4-[6-(2,6-dichloro-4-methyl-benzyl)-3-hydroxy-pyridin-2-yl]-4-oxo-butyric acid ethyl ester